di(acetoxy)dibutyl-tin C(C)(=O)O[Sn](CCCC)(CCCC)OC(C)=O